NC1=NC=NN2C1=C(C=C2C=2C=CC(=C(C(=O)N[C@@H]1CN(C[C@@H]1F)C(=O)C1=C(C=NC=C1F)F)C2)Cl)C(F)(F)F 5-[4-amino-5-(trifluoromethyl)pyrrolo[2,1-f][1,2,4]triazin-7-yl]-2-chloro-N-[(3R,4S)-1-(3,5-difluoropyridine-4-carbonyl)-4-fluoropyrrolidin-3-yl]benzamide